ClC=1C=C(CC2OC2)C=CC1C(F)(F)F 2-(3-chloro-4-(trifluoromethyl)benzyl)oxirane